FC(C1=CC=CC(=N1)NC(=O)C=1C(=CC=2N(C1)C=C(N2)C2CCC(CC2)CN2CCC(CC2)C=2C=C1C(=CN(C1=CC2)C2C(NC(CC2)=O)=O)C)OC(C)C)F N-[6-(difluoromethyl)-2-pyridyl]-2-[4-[[4-[1-(2,6-dioxo-3-piperidyl)-3-methyl-indol-5-yl]-1-piperidyl]methyl]cyclohexyl]-7-isopropoxy-imidazo[1,2-a]pyridine-6-carboxamide